4-(2-(6-(2,6-dichloro-4-(trifluoromethyl)phenyl)-1,1-dioxido-1,2,6-thiadiazinan-2-yl)acetamido)adamantane-1-carboxamide ClC1=C(C(=CC(=C1)C(F)(F)F)Cl)N1CCCN(S1(=O)=O)CC(=O)NC1C2CC3(CC(CC1C3)C2)C(=O)N